(S)-4-(4-acryloyl-2-methylpiperazin-1-yl)-6-chloro-7-(2-fluorophenyl)-1-(2-isopropylphenyl)quinazolin-2(1H)-one C(C=C)(=O)N1C[C@@H](N(CC1)C1=NC(N(C2=CC(=C(C=C12)Cl)C1=C(C=CC=C1)F)C1=C(C=CC=C1)C(C)C)=O)C